(2R,4R)-N-(2-fluoro-4-(4-methylthiazol-5-yl)benzyl)-1-((R)-2-(1-fluorocyclopropane-1-carboxamido)-3-methyl-3-(tritylthio)butanoyl)-4-hydroxypyrrolidine-2-carboxamide FC1=C(CNC(=O)[C@@H]2N(C[C@@H](C2)O)C([C@H](C(C)(SC(C2=CC=CC=C2)(C2=CC=CC=C2)C2=CC=CC=C2)C)NC(=O)C2(CC2)F)=O)C=CC(=C1)C1=C(N=CS1)C